(3-methylpiperazin-1-yl)methanone hydrochloride Cl.CC1CN(CCN1)C=O